NC=1C(=NC(=NC1C1=C2C=NN(C2=CC=C1C)C1OCCCC1)C1=C(C=CC(=C1)F)NC1CS(C1)(=O)=O)C(=O)OCC Ethyl 5-amino-2-(2-((1,1-dioxidothietan-3-yl)amino)-5-fluorophenyl)-6-(5-methyl-1-(tetrahydro-2H-pyran-2-yl)-1H-indazol-4-yl)pyrimidine-4-carboxylate